4-(5-hydroxy-6-methoxybenzo[b]thiophen-2-yl)-2-methyl-4-oxobutanoic acid OC1=CC2=C(SC(=C2)C(CC(C(=O)O)C)=O)C=C1OC